6-{4-[(2-ethyl-7-fluoro-3-oxo-4H-quinoxalin-6-yl)methyl]piperazin-1-yl}pyridine-3-carbonitrile C(C)C1=NC2=CC(=C(C=C2NC1=O)CN1CCN(CC1)C1=CC=C(C=N1)C#N)F